COC1=C(CNC(=O)C2=CNC3=CC=C(C=C3C2=O)S(=O)(=O)C2=C(C=CC=C2)CC)C=CC=C1 6-(ethyl-phenyl-sulfonyl)-4-oxo-1,4-dihydro-quinoline-3-carboxylic acid 2-methoxy-benzylamide